CC1=C(C=C(C=C1)S(=O)(=O)N1CC(C1)C1COC1)C1=CN=C2C(=NC=NN21)N 7-(2-methyl-5-((3-(oxetan-3-yl)azetidin-1-yl)sulfonyl)phenyl)imidazo[2,1-f][1,2,4]triazin-4-amine